CSP(C1=CC=CC=C1)C1=CC=CC=C1 (methylthio)diphenyl-phosphine